C(C)[C@@H]1N(C[C@H](N(C1)C(C)C=1C=C2N=CC=NC2=CC1)CC)C=1C=2C(N(C(C1)=O)C)=CNN2 7-((2S,5R)-2,5-diethyl-4-(1-(quinoxalin-6-yl)ethyl)piperazin-1-yl)-4-methyl-2,4-dihydro-5H-pyrazolo[4,3-b]Pyridin-5-one